tert-butyl (S)-3-amino-3-(3-chloro-2-tolyl)-1-pyrrolidinecarboxylate N[C@]1(CN(CC1)C(=O)OC(C)(C)C)C1=C(C=CC=C1Cl)C